3-methyl-8-t-butoxycarbonyl-1,3,8-triazaspiro[4.5]decane-2,4-dione CN1C(NC2(C1=O)CCN(CC2)C(=O)OC(C)(C)C)=O